C12(CC3CC(CC(C1)C3)C2)C2=C(C(=C(OCCCP(O)(O)=O)C=C2)F)F 3-[4-(1-adamantyl)-2,3-difluoro-phenoxy]propyl-phosphonic acid